N-(1-phenylpropyl)aniline C1(=CC=CC=C1)C(CC)NC1=CC=CC=C1